5-(t-butoxy)-4-(18-(t-butoxy)-18-oxooctadecanoyl)-5-oxopentanoic acid C(C)(C)(C)OC(C(CCC(=O)O)C(CCCCCCCCCCCCCCCCC(=O)OC(C)(C)C)=O)=O